N-methyl-1-((6-(1-methyl-1H-pyrazol-4-yl)pyrazolo[1,5-a]pyrazin-4-yl)oxy)bicyclo[4.1.0]heptan-3-amine hydrochloride Cl.CNC1CC2(CC2CC1)OC=1C=2N(C=C(N1)C=1C=NN(C1)C)N=CC2